1-cyclopropylsulfonyl-5-ethylsulfanyl-3-methyl-6-[3-methyl-6-(trifluoromethyl)imidazo[4,5-b]pyridine-2-yl]benzimidazol-2-one C1(CC1)S(=O)(=O)N1C(N(C2=C1C=C(C(=C2)SCC)C2=NC=1C(=NC=C(C1)C(F)(F)F)N2C)C)=O